NC1=C(C=C(C=N1)C1=CC=2C3=C(C=NC2C=C1)N(C(N3C=3C=NC(=CC3)C(C)(C)C#N)=NC#N)C)C(F)(F)F [8-[6-amino-5-(trifluoromethyl)pyridin-3-yl]-1-[6-(2-cyanopropan-2-yl)pyridin-3-yl]-3-methylimidazo[4,5-c]quinolin-2-ylidene]cyanamide